FC1=C(C=CC2=CC=CC=C12)N fluoronaphthalen-2-amine